ethyl (E)-6-(butyl (phenyl) amino)-6,6-dicyano-5-phenylhex-2-enoate C(CCC)N(C(C(C/C=C/C(=O)OCC)C1=CC=CC=C1)(C#N)C#N)C1=CC=CC=C1